(8-(methylamino)-5-(6-(trifluoromethoxy)-[1,2,4]triazolo[1,5-a]pyridin-2-yl)-2,7-naphthyridin-3-yl)cyclopropanecarboxamide CNC=1N=CC(=C2C=C(N=CC12)C1(CC1)C(=O)N)C1=NN2C(C=CC(=C2)OC(F)(F)F)=N1